(((1-(2-(bis(6-((2-hexyldecanoyl)oxy)hexyl)amino)ethyl)-1H-pyrazol-4-yl)methyl)azanediyl)bis(hexane-6,1-diyl) bis(2-hexyldecanoate) C(CCCCC)C(C(=O)OCCCCCCN(CCCCCCOC(C(CCCCCCCC)CCCCCC)=O)CC=1C=NN(C1)CCN(CCCCCCOC(C(CCCCCCCC)CCCCCC)=O)CCCCCCOC(C(CCCCCCCC)CCCCCC)=O)CCCCCCCC